7'-fluoro-1'-methyl-5'-(piperidin-2-yl)spiro[cyclopropane-1,3'-indolin]-2'-one FC=1C=C(C=C2C3(C(N(C12)C)=O)CC3)C3NCCCC3